C(C)(C)N1N=CC(=C1)C=1C=C(C=CC1)N(C(=O)[C@@H]1CC[C@H](CC1)CC(=O)O)C[C@@H]1CC[C@H](CC1)C1=CC(=C(C=C1)OC)C 2-(trans-4-((3-(1-Isopropyl-1H-pyrazol-4-yl)phenyl)((trans-4-(4-methoxy-3-methylphenyl)cyclohexyl)methyl)carbamoyl)-cyclohexyl)acetic acid